trans-(2-(((4-Cyclohexyl-1-(morpholinosulfonyl)pyrrolidin-2-yl)methyl)sulfonyl)pyridin-4-yl)methanamine C1(CCCCC1)[C@H]1C[C@@H](N(C1)S(=O)(=O)N1CCOCC1)CS(=O)(=O)C1=NC=CC(=C1)CN